1'-(2-{7-chloro-1-[(cis)-3-hydroxy-3-methylcyclobutyl]-1H-1,3-benzimidazol-5-yloxy}ethyl)-5-fluorospiro[indoline-3,4'-piperidin]-2-one ClC1=CC(=CC2=C1N(C=N2)C2CC(C2)(C)O)OCCN2CCC1(CC2)C(NC2=CC=C(C=C21)F)=O